(S)-2-[4-bromo-2-(3-isoxazolyl)phenoxy]butyric acid BrC1=CC(=C(O[C@H](C(=O)O)CC)C=C1)C1=NOC=C1